C(CCC)N(C1CCN(CC1)CC1=CC=C(OC2=CC=C(C=C2)NS(=O)(=O)C)C=C1)C(=O)NC=1C=NN(C1)C N-[4-(4-{[4-(butyl{[(1-methyl-1H-pyrazol-4-yl)amino]carbonyl}amino)piperidin-1-yl]methyl}phenoxy)phenyl]methanesulfonamide